ClC1=CC=C(C=C1)[C@H](NC(=O)[C@@H]1CNC(O1)=O)C1=NC(=C(C=C1)F)C(F)F (S)-N-((S)-(4-chlorophenyl)(6-(difluoromethyl)-5-fluoropyridin-2-yl)methyl)-2-oxooxazolidine-5-carboxamide